4-chloro-5-(3-chloro-4-methylphenyl)-1H-pyrrolo[2,3-b]Pyridine ClC1=C2C(=NC=C1C1=CC(=C(C=C1)C)Cl)NC=C2